3,4-difluorocinnamaldehyde FC=1C=C(C=CC=O)C=CC1F